CN(CCCC1(C2=CC(=CC=C2C=2C=CC(=CC12)B1OC(C(O1)(C)C)(C)C)B1OC(C(O1)(C)C)(C)C)CCCN(C)C)C 2,2'-(9,9-bis(3-dimethylaminopropyl)-9H-fluorene-2,7-diyl)bis(4,4,5,5-tetramethyl-1,3,2-dioxaborolane)